6-chloro-3-((1-(5-(4,4-dimethylpiperidin-1-yl)-9-methyl-[1,2,4]triazolo[4,3-c]quinazolin-7-yl)ethyl)amino)-N-methyl-[2,3'-bipyridine]-6'-carboxamide ClC1=CC=C(C(=N1)C=1C=NC(=CC1)C(=O)NC)NC(C)C1=CC(=CC=2C=3N(C(=NC12)N1CCC(CC1)(C)C)C=NN3)C